tert-butyl (2S,4R)-4-(benzyloxy)-2-(hydroxymethyl)pyrrolidine-1-carboxylate C(C1=CC=CC=C1)O[C@@H]1C[C@H](N(C1)C(=O)OC(C)(C)C)CO